OC1=C(C=C(C=C1)C(F)(F)F)N1CC(CCC1)N1N=CC(=C1)C(=O)[O-] (1-[2-hydroxy-5-(trifluoromethyl)phenyl]piperidin-3-yl)-1H-pyrazole-4-carboxylate